C(CCC)SC(S)=S.C(CCCCCCCCCCC)C(=S)SC(C(=O)O)(C)C.C(CCCCCCCCCCC)C(=S)SC(C(=O)O)(C)C.C(CCCCCCCCCCC)C(=S)SC(C(=O)O)(C)C.C(CCCCCCCCCCC)C(=S)SC(C(=O)O)(C)C.OCC(CO)(CO)CO pentaerythritol tetrakis[2-(dodecylthiocarbonylthio)-2-methylpropionate] butyl-trithiocarbonate